O=C1CC2(C1)CN(C2)C2=NC=CC(=N2)COC2=CC=C(C=C2)C(C)(C)C2=CC=C(OCC(CNC(OC(C)(C)C)=O)C)C=C2 Tert-butyl (3-(4-(2-(4-((2-(2-oxo-6-azaspiro[3.3]heptane-6-yl)pyrimidin-4-yl)methoxy)phenyl)propan-2-yl)phenoxy)-2-methylpropyl)carbamate